OCC(CO)(CO)N(CC1=CC=C(C=C1)CP([O-])([O-])=O)CC1=CC=C(C=C1)CP([O-])([O-])=O.[Na+].[Na+].[Na+].[Na+] sodium (((((1,3-dihydroxy-2-(hydroxymethyl) propan-2-yl)azanediyl)bis(methylene))bis(4,1-phenylene))bis(methylene))bis(phosphonate)